CC=1C=C2N(C3=CC=C(C=C3N=C2N2CCC(CC2)C(F)(F)F)C(=O)OC)C1 methyl 2-methyl-4-(4-(trifluoromethyl)piperidin-1-yl)pyrrolo[1,2-a]quinoxaline-7-carboxylate